C(C)(=O)C1=CN=CC2=C(C(=CC=C12)F)F 4-acetyl-7,8-difluoroisoquinolin